C1C(CC2=CC=CC=C12)ONC(=O)C1=C(N=C2OC=CN21)C2=CC1=CC=CC=C1C=C2 N-((2,3-dihydro-1H-inden-2-yl)oxy)-6-(naphthalen-2-yl)imidazo[2,1-b]oxazole-5-carboxamide